BrC1=CC2=C(SC(=C2)C(=O)N[C@H](C(=O)NC=2C(N(C=CC2)CC(=O)NC2C3CC4CC(CC2C4)C3)=O)CCC(C(=O)NC)=O)C=C1 (S)-2-(5-bromobenzo[b]thiophene-2-carboxamido)-N1-(1-(2-(2-adamantylamino)-2-oxoethyl)-2-oxo-1,2-dihydropyridin-3-yl)-N6-methyl-5-oxohexanediamide